C(=C)C=1NC2=CC=CC=C2C1 Vinylindol